FC1=C(C=CC=C1)C1=CC=C(C=C1)CCCC(=O)NC1CCOCC1 4-(2'-fluoro-[1,1'-biphenyl]-4-yl)-N-(tetrahydro-2H-pyran-4-yl)butanamide